ClC1=NC=C(C(=N1)N1CC(CC1)C1=NC=CC=C1)Cl 2,5-dichloro-4-(3-(pyridin-2-yl)pyrrolidin-1-yl)pyrimidine